(2S)-2-[(tert-butoxycarbonyl)amino]-3-methoxypropanoic acid C(C)(C)(C)OC(=O)N[C@H](C(=O)O)COC